3-(5-(6-amino-4-(trifluoromethyl)pyridin-2-yl)-1-oxoisoindolin-2-yl)piperidine-2,6-dione NC1=CC(=CC(=N1)C=1C=C2CN(C(C2=CC1)=O)C1C(NC(CC1)=O)=O)C(F)(F)F